N-((S)-1-(((S)-1-(2-hydroxypyridin-3-yl)-4-(methylamino)-3,4-dioxobutan-2-yl)amino)-4-methyl-1-oxopentan-2-yl)-5H-[1,3]dioxolo[4,5-f]indole-6-carboxamide OC1=NC=CC=C1C[C@@H](C(C(=O)NC)=O)NC([C@H](CC(C)C)NC(=O)C=1NC=2C=C3C(=CC2C1)OCO3)=O